FC1=C(C#N)C=C(C=C1)C[C@@H]1CC[C@H](CC1)C(=O)N1OCC[C@H]1C1=CC=C(C=C1)F trans-2-fluoro-5-[[4-[(3S)-3-(4-fluorophenyl)isoxazolidine-2-carbonyl]cyclohexyl]methyl]benzonitrile